4-chloro-1-tosyl-2-(tributylstannyl)-1H-pyrrolo[2,3-b]pyridine ClC1=C2C(=NC=C1)N(C(=C2)[Sn](CCCC)(CCCC)CCCC)S(=O)(=O)C2=CC=C(C)C=C2